FC1=CC(=C(C=C1)C1=CC(=CC=C1)C=1OC2=C(N1)C=C(C=C2OC)CNC2CC(C2)O)C2=NN=CN2C (1R,3R)-3-(((2-(4'-Fluoro-2'-(4-methyl-4H-1,2,4-triazol-3-yl)-[1,1'-biphenyl]-3-yl)-7-methoxybenzo[d]oxazol-5-yl)methyl)amino)cyclobutan-1-ol